Cl.N[C@H](CCC(=O)OC(C)(C)C)C(=O)OC(C)(C)C Di-tert-butyl D-glutamat Hydrochlorid